2-(4-((4-(3-chloro-4-(trifluoromethyl)phenyl)-5-oxo-4,5-dihydro-1H-1,2,4-triazol-1-yl)methyl)-2-methylphenoxy)-2-methylpropanoic acid ethyl ester C(C)OC(C(C)(C)OC1=C(C=C(C=C1)CN1N=CN(C1=O)C1=CC(=C(C=C1)C(F)(F)F)Cl)C)=O